CC1=CC=C(C=C1)S(=O)(=O)[C@@H]1COCC1 (S)-3-p-toluenesulfonyltetrahydrofuran